1-(3-chloropropyl)-4-methylpiperazine dihydrochloride Cl.Cl.ClCCCN1CCN(CC1)C